C(CCCCC)N1N=CC=2N=C(N=C(C21)N[C@H](C)C=2C=NC1=CC=CC=C1C2)N2CCN(CC2)C(C)=O 1-{4-[1-Hexyl-7-((R)-1-quinolin-3-yl-ethylamino)-1H-pyrazolo[4,3-d]pyrimidin-5-yl]-piperazin-1-yl}-ethanon